C(=O)(O)C=1C=C(OC=2C=C(C=CC2)C(C)(C)C2=CC(=CC=C2)OC2=CC(=C(C=C2)C(=O)O)C(=O)O)C=CC1C(=O)O bis[3-(3,4-dicarboxyphenoxy)phenyl]propane